ClC1=C(C#N)C(=CC=C1)N1N=CC(=C1)C1=CN(C(C=C1C=1C=NC(=CC1)N1CCCC1)=O)C 2-chloro-6-[4-[1-methyl-6-oxo-4-(6-pyrrolidin-1-yl-3-pyridyl)-3-pyridyl]pyrazol-1-yl]benzonitrile